(3R,4R)-4-(5-chloro-2-fluoropyridin-3-yl)-4-fluoro-3-methyl-1λ6-thiane-1,1-dione ClC=1C=C(C(=NC1)F)[C@@]1([C@H](CS(CC1)(=O)=O)C)F